FC(C(=O)O)(F)F.ClC1=CC2=C(CCOC23CCNCC3)S1 2-chlorospiro[6,7-dihydrothieno[3,2-c]pyran-4,4'-piperidine] (trifluoroacetate)